N,N-diethyl-N-methylcyclopentylammonium C(C)[N+](C)(CC)C1CCCC1